tris-hydroxyphosphorous acid OOP(OO)OO